CN(C)C1(CCC1)C(=O)NC (dimethylamino)-N-methylcyclobutane-1-carboxamide